CC(C)(C)OC(=O)N1CC2(C(N(C=3C2=NC=CN3)CC3=CC=C(C=C3)OC)=O)CC1 5'-[(4-methoxyphenyl)methyl]-6'-oxo-1,2,4,5,5',6'-hexahydrospiro[pyrrole-3,7'-pyrrolo[3,2-b]pyrazine]-1-carboxylic acid 2-methylpropan-2-yl ester